FC1=C(C(=C(C(=C1S(=O)(=O)CCCC(C(F)(F)F)(F)F)F)F)S(=O)(=O)CCCC(C(F)(F)F)(F)F)F 1,2,4,5-tetrafluoro-3,6-bis((4,4,5,5,5-pentafluoropentyl)sulfonyl)benzene